N-(3-((3-((diethylamino)methyl)benzyl)carbamoyl)phenyl)thiophene-2-carboxamide C(C)N(CC)CC=1C=C(CNC(=O)C=2C=C(C=CC2)NC(=O)C=2SC=CC2)C=CC1